1-(2-(Trifluoromethyl)pyrimidin-5-yl)ethan-1-one tert-butyl-(R)-3-(3-(3-morpholinophenyl)-2-oxoimidazolidin-1-yl)pyrrolidine-1-carboxylate C(C)(C)(C)OC(=O)N1C[C@@H](CC1)N1C(N(CC1)C1=CC(=CC=C1)N1CCOCC1)=O.FC(C1=NC=C(C=N1)C(C)=O)(F)F